3-isopropyl-2-oxopyridine C(C)(C)C=1C(NC=CC1)=O